Methyl 2-(3-methylindol-1-yl)propanoate CC1=CN(C2=CC=CC=C12)C(C(=O)OC)C